NC1=C(C=C(C=N1)C=1C=NC(=CC1)OC)C(=O)N[C@@H]1[C@H](CCC1)OCC1=CC=C(C=C1)Br 6-amino-N-{(1S,2S)-2-[(4-bromophenyl)methoxy]cyclopentyl}-6'-methoxy[3,3'-bipyridine]-5-carboxamide